ClC1=NC(=C(C=2N=C(N=C(C21)N2CCCCC2)SC)F)Cl (R)-1-(5,7-di-chloro-8-fluoro-2-(methylthio)pyrido[4,3-d]pyrimidin-4-yl)piperidine